methyl 2-[2-oxo-5-(trifluoromethyl)-1H-1,6-naphthyridin-3-yl]propanoate O=C1NC2=CC=NC(=C2C=C1C(C(=O)OC)C)C(F)(F)F